methyl (R)-2-(5,5-difluoro-1-(2-methyl-6-(1-methyl-5-((4-oxo-3-propylpyridin-1(4H)-yl)methyl)-1H-1,2,3-triazol-4-yl)pyridin-3-yl)piperidin-3-yl)acetate FC1(C[C@H](CN(C1)C=1C(=NC(=CC1)C=1N=NN(C1CN1C=C(C(C=C1)=O)CCC)C)C)CC(=O)OC)F